FC1=C(C=CC=C1)S(=O)(=O)N1CC2(C1)CC(C2)N2[C@@H](CNC1=C(C2=O)N=CC(=C1)C(F)(F)F)C (3R)-4-[2-(2-fluorophenyl)sulfonyl-2-azaspiro[3.3]heptan-6-yl]-3-methyl-8-(trifluoromethyl)-2,3-dihydro-1H-pyrido[2,3-f][1,4]diazepin-5-one